CC1=NN(C=2NC(C(SC(C21)C2=CC=C(C=C2)OC2=CC=CC=C2)C)=O)C2=C(C=CC=C2)C 3,6-dimethyl-1-(2-methylphenyl)-4-(4-phenoxyphenyl)-4,8-dihydro-1H-pyrazolo[3,4-e][1,4]Thiazepin-7-one